C(#N)C=1C=CC(=C(C(=O)NC=2C=C3C(=NNC3=CC2)C2=COC=C2)C1)F 5-cyano-2-fluoro-N-(3-(furan-3-yl)-1H-indazol-5-yl)benzamide